C(C)C=1C(NC=2C=C(C=NC2C1)CN1CCN(CC1)C=1C=CC=NC1C(=O)N[C@H]1COC[C@@H]1O)=O 5-(4-((7-Ethyl-6-oxo-5,6-dihydro-1,5-naphthyridin-3-yl)methyl)piperazin-1-yl)-N-((3S,4R)-4-hydroxytetrahydrofuran-3-yl)-6-picolineamide